2-(((2-(4-(2-hydroxyethyl)piperazin-1-yl)ethyl)amino)methylene)-5-(4-(morpholino)phenyl)cyclohexane-1,3-dione OCCN1CCN(CC1)CCNC=C1C(CC(CC1=O)C1=CC=C(C=C1)N1CCOCC1)=O